ClC=1C=C(C=CC1)C1=CNC=2N=CN=C(C21)N(CCO)C 2-((5-(3-chlorophenyl)-7H-pyrrolo[2,3-d]pyrimidin-4-yl)(methyl)amino)ethan-1-ol